1-(4-benzyl-3-oxo-3,4-dihydro-2H-benzo[b][1,4]thiazin-6-yl)-3-(5-chloro-1H-pyrrolo[2,3-b]pyridin-3-yl)urea C(C1=CC=CC=C1)N1C2=C(SCC1=O)C=CC(=C2)NC(=O)NC2=CNC1=NC=C(C=C12)Cl